tert-butyl 6-hydroxy-2-oxo-1,2,3,4-tetrahydro-1,8-naphthyridine-1-carboxylate OC=1C=C2CCC(N(C2=NC1)C(=O)OC(C)(C)C)=O